(R)-2-amino-N-((S)-3-(4-chloro-2-fluorophenoxy)-1-(4,4,5,5-tetramethyl-1,3,2-dioxaborolan-2-yl)propyl)-3-methoxypropanamide hydrochloride Cl.N[C@@H](C(=O)N[C@H](CCOC1=C(C=C(C=C1)Cl)F)B1OC(C(O1)(C)C)(C)C)COC